1-amino-2-heptanol NCC(CCCCC)O